3-amino-5-fluoro-N-[3-fluoro-2-(piperazin-1-yl)-5,6,7,8-tetrahydroquinolin-6-yl]-6-methylthieno[2,3-b]pyridine-2-carboxamide NC1=C(SC2=NC(=C(C=C21)F)C)C(=O)NC2CC=1C=C(C(=NC1CC2)N2CCNCC2)F